1-[(1-oxo-2H-phthalazin-5-yl)sulfonyl]indoline-6-carbonitrile O=C1NN=CC2=C(C=CC=C12)S(=O)(=O)N1CCC2=CC=C(C=C12)C#N